CC(=C)C=CCC(C(C)C)O 2,7-dimethyl-octadien-6-ol